[Br-].C(C)(C)(C)C1=CC=C(C=C1)[S+](C1=CC=CC=C1)C1=CC=CC=C1 (4-(tert-butyl)phenyl)diphenylsulfonium bromide